Bis(1,1-dimethyl-2-propynyloxy)dimethylsilane CC(C#C)(O[Si](C)(C)OC(C#C)(C)C)C